Cl.FC=1C=CC=C2C(C(=CNC12)C(=O)O)=O 8-fluoro-4-oxo-1,4-dihydro-quinoline-3-carboxylic acid hydrochloride